tert-butyl 6-[[4-[(3S)-3-phenylisoxazolidin-2-yl]-5-(trifluoromethyl)pyrimidin-2-yl]amino]-3,4-dihydro-1H-isoquinoline-2-carboxylate C1(=CC=CC=C1)[C@H]1N(OCC1)C1=NC(=NC=C1C(F)(F)F)NC=1C=C2CCN(CC2=CC1)C(=O)OC(C)(C)C